Cl.N[C@H](C(=O)NC1=CC=C(C=C1)S(NC(C)(C)C)(=O)=O)CC1=CC=CC=C1 (S)-2-amino-N-(4-(N-tert-butylsulfamoyl)phenyl)-3-phenylpropanamide hydrochloride